3,6-bis(4-(tert-butyl)phenyl)-2,5-dihydropyrrolo[3,4-c]Pyrrole-1,4-dione C(C)(C)(C)C1=CC=C(C=C1)C=1NC(C2=C(NC(C21)=O)C2=CC=C(C=C2)C(C)(C)C)=O